Cl.ClC1=C(C=CC=C1)S(=O)(=O)NC1=NC=C(C=C1)C1=NC=2C=NC(=NC2N(C1=O)C(C)C)NC1CCC(CC1)N(C)CCF 2-chloro-N-(5-(2-(((1r,4r)-4-((2-fluoro-ethyl)(methyl)amino)-cyclohexyl)amino)-8-isopropyl-7-oxo-7,8-dihydropteridin-6-yl)-pyridin-2-yl)benzene-sulfonamide hydrochloride